FC1=CC=C(C=C1)CC(CC#C[Si](C(C)C)(C(C)C)C(C)C)ON=C1CCCCC1 cyclohexanone O-(1-(4-fluorophenyl)-5-(triisopropylsilyl)-4-pentyn-2-yl) oxime